perfluoro(2,4-di-n-pentyl-1,3-dioxolane) FC1(OC(C(O1)(C(C(C(C(C(F)(F)F)(F)F)(F)F)(F)F)(F)F)F)(F)F)C(C(C(C(C(F)(F)F)(F)F)(F)F)(F)F)(F)F